[Na+].[Na+].C1(=CC=CC2=CC=CC=C12)S(=O)(=O)[O-].C1(=CC=CC2=CC=CC=C12)S(=O)(=O)[O-] naphthalene-1-sulfonic acid disodium salt